2,6-dichloro-4-(4,4,5,5-tetramethyl-1,3,2-dioxaborolan-2-yl)phenol ClC1=C(C(=CC(=C1)B1OC(C(O1)(C)C)(C)C)Cl)O